OC1=CC=C(OC=2C=C(C=CC2N)C2=CC=C(C=C2)N)C=C1 3-(4'-hydroxyphenoxy)-4,4'-diaminobiphenyl